N1CNC2=C1C=CC(=C2)C#N 2,3-dihydro-1H-benzo[d]imidazole-5-carbonitrile